6-chloro-2-aminotetralin ClC=1C=C2CCC(CC2=CC1)N